BrC1=C(N=CN1CC(=O)N1CCN(CC1)C(=O)OCC1=CC=CC=C1)C1=CC=C(C=C1)Cl benzyl 4-{2-[5-bromo-4-(4-chlorophenyl)-1H-imidazol-1-yl]acetyl}piperazine-1-carboxylate